ClC1=C(C=C(C=C1)C#N)C=1C=C2C(=NNC2=CC1)NC(=O)[C@H]1CNC(CC1)(C)C |r| (±)-N-[5-(2-chloro-5-cyanophenyl)-1H-indazol-3-yl]-6,6-dimethylpiperidine-3-carboxamide